C(C)(C)(C)OC(N(S(NC)(=O)=O)CC(=O)N(OC)CC1=C(C(=C(C(=C1)C(NOCCO)=O)NC1=C(C=C(C=C1)I)F)F)F)=O N-[2-[[2,3-difluoro-4-(2-fluoro-4-iodoanilino)-5-(2-hydroxyethoxycarbamoyl)phenyl]methyl-methoxyamino]-2-oxoethyl]-N-(methylsulfamoyl)carbamic acid tert-butyl ester